2-chloro-6-(2-methoxyethoxy)pyridine ClC1=NC(=CC=C1)OCCOC